NC(CC)C=1N=CSC1 4-(1-aminopropyl)thiazol